3-(3,4-difluoro-2-methyl-phenyl)-4,5-dimethyl-5-(trifluoromethyl)tetrahydrofuran FC=1C(=C(C=CC1F)C1COC(C1C)(C(F)(F)F)C)C